FC=1C=C(C=NC1)C(=O)N(C1=CC=2OC(C(=CC2S1)C(=O)O)=O)C 2-[(5-Fluoro-pyridine-3-carbonyl)-methyl-amino]-5-oxo-5H-thieno[3,2-b]pyran-6-carboxylic acid